ClC1=C(C=NC2=C(C=CC=C12)C1=C(C(=CC(=C1)F)F)F)C(=O)Cl 4-chloro-8-(2,3,5-trifluorophenyl)quinoline-3-carbonyl chloride